tetraphenylstyrenesulfonic acid sodium salt [Na+].C1(=CC=CC=C1)C=1C(=C(C(=C(S(=O)(=O)[O-])C2=CC=CC=C2)C2=CC=CC=C2)C=CC1)C1=CC=CC=C1